FC1=C(CS[13C]2=[15N][13C](=[13CH][13C](=[15N]2)NS(=O)(=O)N2CCC2)O[C@H](C)[C@H](CO)O)C=CC=C1F N-(2-(2,3-difluorobenzylthio)-6-((2R,3S)-3,4-dihydroxybutan-2-yloxy)[2,4,5,6-13C4,1,3-15N2]pyrimidin-4-yl)azetidine-1-sulfonamide